(5-((((((3R,4R)-3-hydroxypiperidin-4-yl)methyl)amino)-3-isopropylpyrazolo[1,5-a]pyrimidin-7-yl)amino)phenyl)acrylamide O[C@H]1CNCC[C@@H]1CNC1=NN2C(N=CC=C2NC=2C=CC=C(C2)C(C(=O)N)=C)=C1C(C)C